11-cyclopropyl-1,10,19-triazatricyclo[10.5.2.0^{15,18}]nonadeca-12(19),13,15(18),16-tetraen-9-one C1(CC1)C1NC(CCCCCCCN2C=CC=3C=CC1=NC23)=O